BrC(CNC(C)=O)Br N-(dibromoethyl)acetamide